tert-amylperoxy-2-ethylhexyl carbonate C(OC(C(CCCC)CC)OOC(C)(C)CC)([O-])=O